C1(CCCC1)OC1=C(C=C2CCN([C@H](C2=C1)CCC1=CNC2=CC=C(C=C12)C)C=O)OC (S)-7-(cyclopentyloxy)-6-methoxy-1-(2-(5-methyl-1H-indol-3-yl)ethyl)-3,4-dihydroisoquinoline-2(1H)-formaldehyde